O=C1C=CNC2=CC=NC=C12 4-oxo-1,4-dihydro-1,6-naphthyridine